ClC=1C(=NC2=C3N=CC=CC3=CC=C2C1)C(CCC)=O chloro-2-butyryl-1,10-phenanthroline